C(C)C(C(=O)O)=CC1=CC=CC=C1.C(C=CC1=CC=CC=C1)(=O)OCC ethyl cinnamate (ethyl cinnamate)